2-cyclopropyl-4-(6-fluoro-3,4-dihydroisoquinolin-2(1H)-yl)-6-methylaniline C1(CC1)C1=C(N)C(=CC(=C1)N1CC2=CC=C(C=C2CC1)F)C